2-ethylhex-1-en C(C)C(=C)CCCC